NC1=CC(=NC(=N1)C(F)F)NC1=NC=C(C(=C1)OC1CC(C1)O)C=1C=NN(C1)C 3-((2-((6-amino-2-(difluoromethyl)pyrimidin-4-yl)amino)-5-(1-methyl-1H-pyrazol-4-yl)pyridin-4-yl)oxy)cyclobutan-1-ol